1-benzyl-5-(3,5-dihydroxybenzylidene)-3-(4-ethylphenyl)-2-selenoxoimidazolidin-4-one C(C1=CC=CC=C1)N1C(N(C(C1=CC1=CC(=CC(=C1)O)O)=O)C1=CC=C(C=C1)CC)=[Se]